COC1=C(C=CC(=C1)OC)/C=C/C(=O)C1=CC=2C(=C3C=CC(OC3=CC2)(C)C)O1 (E)-3-(2,4-dimethoxyphenyl)-1-(7,7-dimethyl-7H-furo[2,3-f]chromen-2-yl)prop-2-en-1-one